phenyl-methyl-malonic acid dipentyl ester C(CCCC)OC(C(C(=O)OCCCCC)(C)C1=CC=CC=C1)=O